C(CC)OC1=CC=C(C=C1)OC(CC)=O.C(CCCCCCCCC)C1C(C1)C1(CC=C(C=C1)OC)C1=CC=CC=C1C(C(=O)O)O 1-(2-decylcyclopropyl)4-methoxybenzenemandelic acid 4-propoxyphenylpropanoate